(S)-1-(3,5-difluorophenyl)-5,5-difluoro-3-(methanesulfonyl)-2-(trifluoromethyl)-4,5,6,7-tetrahydro-1H-indol-4-ol FC=1C=C(C=C(C1)F)N1C(=C(C=2[C@@H](C(CCC12)(F)F)O)S(=O)(=O)C)C(F)(F)F